OC1=C(C=C2C(=C(C(N(C2=C1)C)=O)C#N)N1CCC(CC1)C=1OC2=C(N1)C=C(C=C2)C)C 7-hydroxy-1,6-dimethyl-4-[4-(5-methyl-1,3-benzoxazol-2-yl)piperidin-1-yl]-2-oxo-1,2-dihydroquinoline-3-carbonitrile